(Z)-N'-ethoxy-6-(5-methyl-3-phenyl-1H-1,2,4-triazol-1-yl)-5-(N-methylsulfamoyl)methylpyridineamidine C(C)O\N=C(/N)\C1=NC(=C(C=C1)CS(NC)(=O)=O)N1N=C(N=C1C)C1=CC=CC=C1